N1(C2C(CC1)CCC2)C(CN2C(C1=CC=CC=C1C2)=O)=O 2-(2-{octahydrocyclopenta[b]pyrrol-1-yl}-2-oxoethyl)-2,3-dihydro-1H-isoindol-1-one